ClC=1C(=C(C=CC1F)N(C(=O)[C@@H]1[C@H]2[C@@H](C(N1C1=NC(=CC(=C1)C(F)(F)F)C)=O)OC(O2)(C)C)C)F (3aS,4S,6aS)-N-(3-chloro-2,4-difluorophenyl)-N,2,2-trimethyl-5-(6-methyl-4-(trifluoromethyl)-pyridin-2-yl)-6-oxotetrahydro-4H-[1,3]dioxolo[4,5-c]pyrrole-4-carboxamide